O[C@@]1(CC[C@@H]2[C@H]3CC[C@@]4([C@H](CC[C@H]4[C@@H]3CC[C@@H]2C1)[C@](CN1N=CC(=C1)C#N)(C)OC)C)CCC 1-((S)-2-((3R,5R,8R,9R,10S,13S,14S,17S)-3-hydroxy-13-methyl-3-propylhexadecahydro-1H-cyclopenta[a]phenanthren-17-yl)-2-methoxypropyl)-1H-pyrazole-4-carbonitrile